2-chloro-3-[(2-oxooxazolidin-5-yl)methoxy]benzoic acid methyl ester COC(C1=C(C(=CC=C1)OCC1CNC(O1)=O)Cl)=O